CC1(OB(OC1(C)C)C1=CCC(CC1)NC([O-])=O)C (4-(4,4,5,5-tetramethyl-1,3,2-dioxaborolan-2-yl)cyclohex-3-en-1-yl)carbamate